CC(COP(=O)([O-])[O-])O The molecule is an organophosphate oxoanion arising from deprotonation of the phosphate OH groups of 2-hydroxypropyl dihydrogen phosphate; major species at pH 7.3. It is a conjugate base of a 2-hydroxypropyl dihydrogen phosphate.